C(C)(C)(C)C=1C(=C(C(=C(C1)S(=O)(=O)Cl)C(C)(C)C)C(C)(C)C)C(C)(C)C tetra-tert-butylbenzenesulfonyl chloride